C(C)(C)(C)C(C(C(=O)[O-])(C)C1=CC(=CC=C1)CCC(=O)OCC)CCC(CO[Si](C)(C)C(C)(C)C)(C)C.C1(=C2C(=CC=C1)B2)C2=C1C=CC(C(=C3C=CC(=C(C=4C=CC(=C(C5=CC=C2N5)C5=C2C(=CC=C5)B2)N4)C4=C2C(=CC=C4)B2)N3)C3=C2C(=CC=C3)B2)=N1.[Mn+2].C(C)(C)(C)C(C(C(=O)[O-])(C1=CC(=CC=C1)CCC(OCC)=O)C)CCC(CO[Si](C)(C)C(C)(C)C)(C)C manganese tetrakis(boranophenyl)porphyrin tert-butyl-7-((tert-butyldimethylsilyl)oxy)-2-(3-(3-ethoxy-3-oxopropyl)phenyl)-2,6,6-trimethylheptanoate